P(OC1=C(C=C(C=C1)C(CC)(C)C)C(CC)(C)C)(OC1=C(C=C(C=C1)C(CC)(C)C)C(CC)(C)C)OC1=C(C=C(C=C1)C(CC)(C)C)C(CC)(C)C tris[2,4-di-(1,1-dimethylpropyl) phenyl] phosphite